BrC1=CC=C(C=C1)[SH2](C1CCC(CC1)=O)=O 4-[(4-bromophenyl)oxo-λ6-sulfanyl]cyclohexan-1-one